C1=CC=C2C(=C1)C(=C(N2)[C@@H]3[C@H]([C@H]([C@@H]([C@H](O3)CO)O)O)O)C[C@@H](C(=O)[O-])[NH3+] The molecule is an L-alpha-amino acid zwitterion that is 2'-alpha-mannosyl-L-tryptophan in which a proton has been transferred from the carboxy group to the amino group. It is the major species at pH 7.3. It is a tautomer of a 2'-alpha-mannosyl-L-tryptophan.